N'-{4-[(3-tert-butyl-4-cyano-1,2-thiazol-5-yl)oxy]-2-chloro-5-methylphenyl}-N-ethyl-N-methylformamidine C(C)(C)(C)C1=NSC(=C1C#N)OC1=CC(=C(C=C1C)N=CN(C)CC)Cl